C(C)N1CC(C1)(OC1=C(C(=CC=C1F)F)F)C 1-ethyl-3-methyl-3-(2,3,6-trifluorophenoxy)azetidine